FC(C=1C=C(C=CC1)CCC(=O)NCCC1=CC=CC2=CC=CC=C12)(F)F 3-(3-trifluoromethyl-phenyl)-N-(R)-(1-naphthyl-1-ethyl)-propionamide